C(C)(C)(C)OC(NC1CCN(CC1)C1=C(C=C(C=C1)N)F)=O (1-(4-amino-2-fluorophenyl)piperidine-4-yl)carbamic acid tert-butyl ester